(4aR,8aS)-6-(3-((5-(Trifluoromethyl)pyridin-2-yl)methoxy)azetidine-1-carbonyl)hexahydro-2H-pyrido[4,3-b][1,4]oxazin-3(4H)-one FC(C=1C=CC(=NC1)COC1CN(C1)C(=O)N1C[C@@H]2[C@@H](OCC(N2)=O)CC1)(F)F